C(#N)C1=CC(=C(C=C1)C1=CN(C2=NC=CC(=C21)OC2=C(C=C(C=C2F)NC(=O)NCC2(COC2)C)F)COCC[Si](C)(C)C)OC N-(4-{[3-(4-cyano-2-methoxyphenyl)-1-{[2-(trimethylsilyl)ethoxy]methyl}-1H-pyrrolo[2,3-b]pyridin-4-yl]oxy}-3,5-difluorophenyl)-N'-[(3-methyloxetan-3-yl)methyl]urea